Cl.ClC1=C(C=CC(C1)(N)Cl)C1=CC=C(N)C=C1 2,4-dichlorobenzidine hydrochloride